4-(5-(4-fluoropiperidine-1-carbonyl)-1H-pyrrolo[3,2-b]pyridin-1-yl)benzonitrile FC1CCN(CC1)C(=O)C1=CC=C2C(=N1)C=CN2C2=CC=C(C#N)C=C2